methyl-isourea monomethyl-sulfate COS(=O)(=O)O.CNC(O)=N